2-(2-methyl-2-nitropropyl)pentanedinitrile CC(CC(C#N)CCC#N)(C)[N+](=O)[O-]